1-Ethoxy-7-methyl-3-phenyl-4-(phenylselanyl)benzo[c][1,2]oxaphosphinine 1-oxide C(C)OP1(OC(=C(C2=C1C=C(C=C2)C)[Se]C2=CC=CC=C2)C2=CC=CC=C2)=O